[6-Chloro-5-(6-chloro-9-cyclopropylmethyl-9H-pyrido[3,4-b]indol-8-yl)-pyridin-2-yl]-dimethyl-amine ClC1=C(C=CC(=N1)N(C)C)C=1C=C(C=C2C3=C(N(C12)CC1CC1)C=NC=C3)Cl